tert-butyl 5-(1-(3-bromo-2-carbamoylphenyl)-3,3-dimethyl-2-oxoindolin-6-yl)-2,5-diazabicyclo[2.2.1]heptane-2-carboxylate BrC=1C(=C(C=CC1)N1C(C(C2=CC=C(C=C12)N1C2CN(C(C1)C2)C(=O)OC(C)(C)C)(C)C)=O)C(N)=O